BrC=1C=C(C(=NC1)OC)\C=C\C1CCC(CC1)(F)F 5-bromo-3-[(E)-2-(4,4-difluorocyclohexyl)vinyl]-2-methoxy-pyridine